CC1=NOC=CC1=N 3-methyl-4-iminooxazine